[2-({3-chloro-5-fluoro-6-[3-methyl-2,6-dioxo-4-(1,1-difluoroethyl)-3,6-dihydropyrimidin-1(2H)-yl]pyridin-2-yl}oxy)phenoxy]acetic acid ClC=1C(=NC(=C(C1)F)N1C(N(C(=CC1=O)C(C)(F)F)C)=O)OC1=C(OCC(=O)O)C=CC=C1